6-(Benzyloxy)-1-(2-(4,4-dimethylpiperidin-1-yl)pyrimidin-5-yl)-5,7-difluoro-1H-benzo[d][1,2,3]triazole C(C1=CC=CC=C1)OC=1C(=CC2=C(N(N=N2)C=2C=NC(=NC2)N2CCC(CC2)(C)C)C1F)F